C(C=C)(=O)N1CC(N(C2(CC2)C1)[S@](=O)C)C1=CC(=NC(=C1)Cl)C1=CC(=NC=N1)C(=O)NC 6-(4-(7-acryloyl-4-((R)-methylsulfinyl)-4,7-diazaspiro[2.5]octan-5-yl)-6-chloropyridin-2-yl)-N-methylpyrimidine-4-carboxamide